CCCCCCCCCCCCCCCCCC(=O)OC[C@H](COP(=O)([O-])OCC[N+](C)(C)C)OC(=O)CCCC/C=C\\C/C=C\\C/C=C\\C/C=C\\CC The molecule is a phosphatidylcholine 36:4 in which the acyl groups at positions 1 and 2 are octadecanoyl and (6Z,9Z,12Z,15Z)-octadecatetraenoyl respectively. It derives from an octadecanoic acid and an all-cis-octadeca-6,9,12,15-tetraenoic acid.